6-ethyl-2-[(2R)-2-methylmorpholin-4-yl]-4-{[4-(prop-2-yl)phenyl]amino}-5,6-dihydro-7H-pyrrolo[3,4-d]pyrimidin-7-one C(C)N1C(C=2N=C(N=C(C2C1)NC1=CC=C(C=C1)C(C)C)N1C[C@H](OCC1)C)=O